COC(=O)C=1N=C(OC1)CN1C=CC2=CC(=CC(=C12)C)C(F)(F)F methyl-2-((7-methyl-5-(trifluoromethyl)-1H-indol-1-yl)methyl)oxazole-4-carboxylate